C(C=C)(=O)N1C[C@@H](CC[C@@H]1C)NC=1C2=C(N=CN1)NC=C2C(=O)OC(C)C isopropyl 4-(((3R,6S)-1-acryloyl-6-methylpiperidin-3-yl)amino)-7H-pyrrolo[2,3-d]pyrimidine-5-carboxylate